C(C1=CC=CC=C1)(=O)N1C(N(C=CC1=O)[C@@H]1C=C([C@H]2OC(O[C@H]21)(C)C)CO)=O 3-benzoyl-1-((3aS,4R,6aR)-6-(hydroxymethyl)-2,2-dimethyl-3a,6a-dihydro-4H-cyclopenta[d][1,3]dioxol-4-yl)pyrimidine-2,4(1H,3H)-dione